BrC1=C(C=C2C(=NC(N(C2=C1)C=1N(C=CN1)C(C)C)=O)N1[C@H](CN(CC1)C(=O)OC(C)(C)C)C)Cl (S)-tert-Butyl 4-(7-bromo-6-chloro-1-(1-isopropyl-1H-imidazol-2-yl)-2-oxo-1,2-dihydroquinazolin-4-yl)-3-methylpiperazine-1-carboxylate